COC1=C(C=CC=C1)C1=CC=CC=C1 methyloxybiphenyl